1-ethylpyridine thiocyanate salt [S-]C#N.C(C)N1CC=CC=C1